NC1=CC=NN1C1=NN=C(S1)NC(=O)C1=CC(=C(C(O1)=O)OC[C@@H](C)O)C1=C(C=CC=C1OC)OC (R)-N-(5-(5-amino-1H-pyrazol-1-yl)-1,3,4-thiadiazol-2-yl)-4-(2,6-dimethoxyphenyl)-3-(2-hydroxypropoxy)-2-oxo-2H-pyran-6-carboxamide